4-(3-((4-chloro-1-(tetrahydro-2H-pyran-2-yl)-1H-indazol-5-yl)amino)-4-methyl-1H-pyrazol-1-yl)-2-methoxy-N-(pyrimidin-4-yl)benzamide Ethyl-2-(3,4-diphenyl-1H-pyrrol-2-yl)-2-oxoacetate C(C)OC(C(=O)C=1NC=C(C1C1=CC=CC=C1)C1=CC=CC=C1)=O.ClC1=C2C=NN(C2=CC=C1NC1=NN(C=C1C)C1=CC(=C(C(=O)NC2=NC=NC=C2)C=C1)OC)C1OCCCC1